FC1=C(C=C(C(=C1)C)C=1C=NC2=CC(=NC=C2C1)NC)NC(C1=CC(=NC=C1)C1(CC1)F)=O N-(2-fluoro-4-methyl-5-(7-(methylamino)-1,6-naphthyridin-3-yl)phenyl)-2-(1-fluorocyclopropyl)isonicotinamide